COS(=O)(=O)C1=C(C=C(C=C1)C)C1=NN=C(N1C)S(=O)(=O)C (5-methanesulfonyl-4-methyl-4H-1,2,4-triazol-3-yl)4-methylbenzene-1-sulfonic acid methyl ester